N1N=CC(=C1)CCNC1=NC(=NC(=C1C)C)C(=O)NC(C)(C)C=1C=NC=CC1 4-((2-(1H-pyrazol-4-yl)ethyl)amino)-5,6-dimethyl-N-(2-(pyridin-3-yl)propan-2-yl)pyrimidine-2-carboxamide